4-(5-(2-Fluoro-4-nitrophenoxy)-1-methyl-1H-indazol-6-yl)-1H-pyrazole-1-carboxylic acid tert-butyl ester C(C)(C)(C)OC(=O)N1N=CC(=C1)C1=C(C=C2C=NN(C2=C1)C)OC1=C(C=C(C=C1)[N+](=O)[O-])F